2-(5-fluoro-1H-indazol-3-yl)acetic acid FC=1C=C2C(=NNC2=CC1)CC(=O)O